1-(4-methoxyphenyl)-3-(trifluoromethyl)-1H-pyrazole-5-carboxamide COC1=CC=C(C=C1)N1N=C(C=C1C(=O)N)C(F)(F)F